COC(=O)C1CN(CC(C1)(F)F)CC=1C(=NC(=CC1)C=1N=NN(C1CN)C)CC 1-((6-(5-(aminomethyl)-1-methyl-1H-1,2,3-triazol-4-yl)-2-ethylpyridin-3-yl)methyl)-5,5-difluoropiperidine-3-carboxylic acid methyl ester